tert-butyl 4-(5-bromopyridin-2-yl)-4-cyanopentanoate BrC=1C=CC(=NC1)C(CCC(=O)OC(C)(C)C)(C)C#N